7,7-dimethyl-12-(4-phenylbenzo[h]quinazoline-2-yl)-7,12-dihydrobenzo[4,5]thieno[3,2-g]indeno[1,2-b]indole CC1(C2=CC=CC=C2C=2N(C=3C4=C(C=CC3C21)C2=C(S4)C=CC=C2)C2=NC4=C1C(=CC=C4C(=N2)C2=CC=CC=C2)C=CC=C1)C